(1S,3aR,4S,7R,7aS)-2-((S)-2-amino-3,3-dimethylbutyryl)octahydro-1H-4,7-epoxyisoindole-1-carboxylic acid N[C@H](C(=O)N1[C@@H]([C@H]2[C@H]3CC[C@@H]([C@H]2C1)O3)C(=O)O)C(C)(C)C